1-methyl-3-(4-(trifluoromethyl)pyridin-2-yl)urea CNC(=O)NC1=NC=CC(=C1)C(F)(F)F